4-(1-(10H-phenothiazin-2-yl)vinyl)-2-fluorobenzonitrile C1=C(C=CC=2SC3=CC=CC=C3NC12)C(=C)C1=CC(=C(C#N)C=C1)F